2,7-di-tert-butylfluorenone C(C)(C)(C)C=1C(C2=CC3=CC(=CC=C3C2=CC1)C(C)(C)C)=O